4-(((1R,3r,5S)-8-azabicyclo[3.2.1]oct-3-yloxy)methyl)-5-cyclopropyl-3-(2-(trifluoromethoxy)phenyl)isoxazole [C@H]12CC(C[C@H](CC1)N2)OCC=2C(=NOC2C2CC2)C2=C(C=CC=C2)OC(F)(F)F